4-[2-[1,1-dimethyl-3-(methylamino)-3-oxo-propyl]-1-(4-fluorophenyl)-4-hydroxy-indol-3-yl]benzoic acid CC(CC(=O)NC)(C)C=1N(C2=CC=CC(=C2C1C1=CC=C(C(=O)O)C=C1)O)C1=CC=C(C=C1)F